(R)-5-(3-Fluoro-8-(prop-1-yn-1-yl)dibenzo[b,d]thiophen-2-yl)-3-imino-2,2,5-trimethylthiomorpholine 1,1-dioxide FC=1C(=CC2=C(SC3=C2C=C(C=C3)C#CC)C1)[C@@]1(CS(C(C(N1)=N)(C)C)(=O)=O)C